3-(oximino)-1,5-dimethyl-8-azabicyclo[3.2.1]octane-8-carboxylic acid tert-butyl ester C(C)(C)(C)OC(=O)N1C2(CC(CC1(CC2)C)=NO)C